N-((1S,2R)-1-(5-(tert-butoxy)pyridin-2-yl)-1-hydroxy-3-(pyrrolidin-1-yl)propan-2-yl)-2-(2,3-dihydro-1H-inden-2-yl)acetamide C(C)(C)(C)OC=1C=CC(=NC1)[C@H]([C@@H](CN1CCCC1)NC(CC1CC2=CC=CC=C2C1)=O)O